ClC=1C=NC(=NC1)N1CCC(CC1)CCOC(=O)C1=CC(=C(C=C1)CC(=O)O)F 2-[4-[2-[1-(5-chloropyrimidin-2-yl)-4-piperidinyl]ethoxycarbonyl]-2-fluoro-phenyl]acetic acid